4-[2-(2-aminopyridin-3-yl)-5-phenylimidazo[4,5-b]pyridin-3-yl]-N-[(4-formyl-3-hydroxyphenyl)methyl]benzamide NC1=NC=CC=C1C1=NC=2C(=NC(=CC2)C2=CC=CC=C2)N1C1=CC=C(C(=O)NCC2=CC(=C(C=C2)C=O)O)C=C1